F[C@H]1CN(CC[C@H]1NC1=C2C=C(N(C2=CC=C1)CC(F)(F)F)C#CCNC1=C(C=C(C(=O)NC)C=C1)OC)C 4-((3-(4-(((3S,4R)-3-fluoro-1-methylpiperidin-4-yl)amino)-1-(2,2,2-trifluoroethyl)-1H-indol-2-yl)prop-2-yn-1-yl)amino)-3-methoxy-N-methylbenzamide